(R)-(3-methyl-1-(2-(3-(3-(3-morpholinopropoxy) phenyl)-5-phenyl-1H-pyrazol-1-yl) acetamido) butyl) borate B(O[C@H](CC(C)C)NC(CN1N=C(C=C1C1=CC=CC=C1)C1=CC(=CC=C1)OCCCN1CCOCC1)=O)([O-])[O-]